C(C=C)(=O)[O-].F[Si+3].C(C=C)(=O)[O-].C(C=C)(=O)[O-] fluorosilicon acrylate